ClC=1C=C2CO[C@]3(O[C@@H]([C@H]([C@@H]([C@H]3O)O)O)C)C2=CC1CC=1SC(=C(C1)C)F (1S,3'R,4'S,5'S,6'R)-5-chloro-6-((5-fluoro-4-methylthiophene-2-yl)methyl)-6'-methyl-3',4',5',6'-tetrahydro-3H-spiro[isobenzofuran-1,2'-pyran]-3',4',5'-triol